2-[1-(2,4,6-Trihydroxyphenyl)butyl]benzene-1,3,5-triol OC1=C(C(=CC(=C1)O)O)C(CCC)C1=C(C=C(C=C1O)O)O